[N+](=O)([O-])C1=CC=C(NC([C@@H](NC(C2=CC=CC=C2)=O)CC2=CC=C(C=C2)O)=O)C=C1 Nα-Benzoyl-L-tyrosine 4-nitroanilide